N1=CC=CC=2CCN(CC12)CC[C@H](CSC1=CC=CC=C1)NC1=C(C=C(C=C1)S(=O)(=O)N)[N+](=O)[O-] (R)-4-((4-(5,8-dihydro-1,7-naphthyridin-7(6H)-yl)-1-(phenylthio)butan-2-yl)amino)-3-nitrobenzenesulfonamide